(±)-(1R,3S,5S)-1,3-dimethyl-8-azabicyclo[3.2.1]octane C[C@]12C[C@H](C[C@H](CC1)N2)C |r|